3-[(2R)-2,4-dihydroxy-2,3,3-trimethylbutanamido]propanoic acid O[C@@](C(=O)NCCC(=O)O)(C(CO)(C)C)C